tert-butyl trans-4-(4-bromo-1H-pyrazol-1-yl)-3-hydroxypiperidine-1-carboxylate BrC=1C=NN(C1)[C@H]1[C@@H](CN(CC1)C(=O)OC(C)(C)C)O